Cl.Cl.CC=1N=CNC1CSCCN 2-(((4-Methyl-1H-imidazol-5-yl)methyl)thio)ethylamine dihydrochloride